BrC=1C=C(C(=O)NCC(=O)NC=2C=C(C=CC2)C=2N(C3=CC(=C(C=C3C2I)C(=O)O)O)C)C=C(C1)I 2-(3-(2-(3-bromo-5-iodobenzamido)acetamido)phenyl)-6-hydroxy-3-iodo-1-methyl-1H-indole-5-carboxylic acid